Cl.NC/C(/CN1N=CN(C1=O)CC1=CC=C(S1)C=1C=C2C=CC(NC2=C(C1)F)=O)=C\F 6-[5-({1-[(2E)-2-(aminomethyl)-3-fluoroprop-2-en-1-yl]-5-oxo-1,5-dihydro-4H-1,2,4-triazol-4-yl}methyl)thiophen-2-yl]-8-fluoroquinolin-2(1H)-one hydrochloride